Trimethyl-Ammonium Bromide rubidium naphthalenetrisulfonate C1(=C(C(=CC2=CC=CC=C12)S(=O)(=O)O)S(=O)(=O)O)S(=O)(=O)[O-].[Rb+].[Br-].C[NH+](C)C